sodium nitrite acetate C(C)(=O)[O-].N(=O)O.[Na+]